(2-(4-cyano-1H-pyrazol-1-yl)-4-(4-fluorophenyl)cyclopentyl)-4,4-difluoropiperidin-3-ylcarbamic acid tert-butyl ester C(C)(C)(C)OC(N(C1CNCCC1(F)F)C1C(CC(C1)C1=CC=C(C=C1)F)N1N=CC(=C1)C#N)=O